O(C(=S)SCC)CC.[Na] sodium diethyl xanthate